((2-((1-(2-(tertButoxy)2-oxoethyl)1H-pyrazol-4-yl)methoxy)5-chloro-4-((3-(2,3-dihydrobenzo[b][1,4]dioxin-6-yl)-2-methylbenzyl)oxy)benzyl)amino)-3-hydroxy-2-methylpropanoic acid C(C)(C)(C)OC(CN1N=CC(=C1)COC1=C(CNC(C(=O)O)(CO)C)C=C(C(=C1)OCC1=C(C(=CC=C1)C1=CC2=C(OCCO2)C=C1)C)Cl)=O